O1COC2=C1C=CC(=C2)NS(=O)(=O)C=2C=C(C(=O)NC1=CC(=CC=C1)SC)C=CC2 3-(N-(benzo[d][1,3]dioxol-5-yl)sulfamoyl)-N-(3-(methylthio)phenyl)benzamide